24-(hydroxycyclopropyl)-5alpha-cholan-3beta-ol OC1(CC1)CCC[C@@H](C)[C@H]1CC[C@H]2[C@@H]3CC[C@H]4C[C@H](CC[C@]4(C)[C@H]3CC[C@]12C)O